FC=1C=C2C(=CNC(C2=CC1F)=O)C(C)N(C(=O)NCC1=CC=C(C=C1)F)C 1-(1-(6,7-difluoro-1-oxo-1,2-dihydroisoquinolin-4-yl)ethyl)-3-(4-fluorobenzyl)-1-methylurea